C(C)C1OCCC1C=1C=C(C(=O)O)C=C(C1)F 3-(2-ethyltetrahydrofuran-3-yl)-5-fluorobenzoic acid